2-phenyl-1-(4-(((2r,3r,4r,5s)-3,4,5-trihydroxy-2-(hydroxymethyl)piperidin-1-yl)methyl)piperidin-1-yl)ethanone C1(=CC=CC=C1)CC(=O)N1CCC(CC1)CN1[C@@H]([C@H]([C@@H]([C@H](C1)O)O)O)CO